C(C)OC(CCC(=O)C1=NC(=CC(=C1O)Br)CC1=CC=C(C=C1)C#N)=O 4-[4-Bromo-6-(4-cyano-benzyl)-3-hydroxy-pyridin-2-yl]-4-oxo-butyric acid ethyl ester